4-(4-(1,1-bis(p-hydroxyphenyl)ethyl)α,α-dimethylbenzyl)phenol OC1=CC=C(C=C1)C(C)(C1=CC=C(C=C1)O)C1=CC=C(C(C)(C)C2=CC=C(C=C2)O)C=C1